COC1=C(C=C(C=C1)OC)N=C1C(=CC=2C(=C(N=CC2CO)C)O1)C(=O)NC1=C(C=CC=C1)F 2-((2,5-dimethoxyphenyl)imino)-N-(2-fluorophenyl)-5-(hydroxymethyl)-8-methyl-2H-pyrano[2,3-c]pyridine-3-carboxamide